C1(CC1)N1C=C(C(C2=CC(=C(C=C12)OCCO)F)=O)CN([C@@H]1CN(CCC1)C=1C=NC=CC1)CC1=CC(=NC=C1)C 1-cyclopropyl-6-fluoro-7-(2-hydroxyethoxy)-3-({[(2-methylpyridin-4-yl)methyl][(3S)-1-(pyridin-3-yl)piperidin-3-yl]amino}methyl)-1,4-dihydroquinolin-4-one